bromo-1-(3-fluoro-4-methylbenzyl)-8-methyl-2-oxo-2,3-dihydro-1H-benzo[b]azepine-4-carboxylic acid BrC1C(=CC2=C(N(C1=O)CC1=CC(=C(C=C1)C)F)C=C(C=C2)C)C(=O)O